(S)-(2-(aminomethyl)pyrrolidin-1-yl)(7-bromoquinolin-4-yl)methanone NC[C@H]1N(CCC1)C(=O)C1=CC=NC2=CC(=CC=C12)Br